((2-(((3S,6S,9S,10aR)-9-ethyl-3-(3-(4-methoxypyridin-3-yl)azetidine-1-carbonyl)-5-oxodecahydropyrrolo[1,2-a]azocin-6-yl)carbamoyl)benzo[b]thiophen-5-yl)fluoromethyl)phosphonic acid C(C)[C@@H]1C[C@@H]2N(C([C@H](CC1)NC(=O)C1=CC3=C(S1)C=CC(=C3)C(F)P(O)(O)=O)=O)[C@@H](CC2)C(=O)N2CC(C2)C=2C=NC=CC2OC